(R)-1-(3-(1',2'-Dihydrospiro[cyclopropane-1,3'-pyrrolo[2,3-b]pyridin]-5'-yl)-2-fluorobenzoyl)piperidine-2-carbonitrile N1CC2(C=3C1=NC=C(C3)C=3C(=C(C(=O)N1[C@H](CCCC1)C#N)C=CC3)F)CC2